1-(4-bromophenyl)-3-(6-fluoropyridin-3-yl)-1H-pyrazol-4-carbaldehyde BrC1=CC=C(C=C1)N1N=C(C(=C1)C=O)C=1C=NC(=CC1)F